6-(3-cyanopyrrolo[1,2-b]pyridazin-7-yl)-N-((R)-2-fluoro-3-hydroxy-3-methylbutyl)-4-(((1r,4R)-4-(5-(methoxymethyl)-1,3,4-oxadiazol-2-yl)cyclohexyl)amino)nicotinamide C(#N)C1=CC=2N(N=C1)C(=CC2)C2=NC=C(C(=O)NC[C@H](C(C)(C)O)F)C(=C2)NC2CCC(CC2)C=2OC(=NN2)COC